FC(S(=O)(=O)OC1=NN2C(C=CC(=C2)OC)=C1)(F)F 6-methoxypyrazolo[1,5-a]pyridin-2-yl trifluoromethanesulfonate